(R)-3-((2H-spiro[benzofuran-3,4'-piperidin]-6-yl)amino)piperidine-2,6-dione HCl salt Cl.N1CCC2(CC1)COC1=C2C=CC(=C1)N[C@H]1C(NC(CC1)=O)=O